C(C)(=O)[O-].C(C1=CC=CC=C1)N1C=[N+](C=C1)CC1=CC=CC=C1 1,3-dibenzylimidazolium acetate